N(C#N)[S@](=NC(CC1=C(C=C(C=C1C(C)C)C#N)C(C)C)=O)(=O)C1=C(N=C(S1)C(C)(C)O)CO (S)-N-(cyanamido(4-(hydroxymethyl)-2-(2-hydroxypropan-2-yl)thiazol-5-yl)(oxo)-λ6-sulfaneylidene)-2-(4-cyano-2,6-diisopropylphenyl)acetamide